5,5-dimethyl-1,3-dioxolane-4-one CC1(C(OCO1)=O)C